ClC1=CC=C(C=C1)C1=C(C(OC(=C1)C1=CC=CC=C1)=O)C1=C(C=CC=C1)O 4-(4-chlorophenyl)-3-(2-hydroxyphenyl)-6-phenyl-2H-pyran-2-one